tetramethylenebis(2-carbamoyl-5,6-dihydro-4H-1,3-oxazine) C(N)(=O)C=1OCCC(N1)CCCCC1N=C(OCC1)C(N)=O